cyclotrisilane [SiH2]1[SiH2][SiH2]1